C(CC(C(=O)N)CCCCCCCCCCCCCC(C)C)C(C(=O)N)CCCCCCCCCCCCCC(C)C ethylenebisisostearamide